(2-i-propoxy-5-nitrobenzylidene)dichlororuthenium(II) chloride C(C)(C)OC1=C(C=[Ru-3](Cl)(Cl)Cl)C=C(C=C1)[N+](=O)[O-]